C(C)C12N(COC1)COC2 dihydro-7a-Ethyloxazolo[3,4-c]oxazole